[N+](=O)([O-])C1=C(C2=C(OCO2)C=C1)NCC1CCOCC1 5-nitro-N-((tetrahydro-2H-pyran-4-yl)methyl)benzo[d][1,3]dioxolan-4-amine